ClC1=C(C(=O)NC2CC2)C=CC=C1 (E)-2-chloro-N-cyclopropyl-benzamide